ClC1=C(C(=C(C=C1OC)OC)Cl)C1CCC=2C(=NNC2C1)N 6-(2,6-dichloro-3,5-dimethoxyphenyl)-4,5,6,7-tetrahydro-1H-indazole-3-amine